C123CCC=CCCC1(CC2)C3 Tricyclo[6.2.1.01,8]Undeca-4-en